2-propylthio-5-nitropyrimidine C(CC)SC1=NC=C(C=N1)[N+](=O)[O-]